Acetylacetoxy-ethylacrylat C(C)(=O)C(=C(C(=O)[O-])CC)OC(C)=O